2-Amino-N-[4-fluoro-2-methyl-5-(3-morpholin-4-ylpropylcarbamoyl)phenyl]-1,3-thiazole-5-carboxamide NC=1SC(=CN1)C(=O)NC1=C(C=C(C(=C1)C(NCCCN1CCOCC1)=O)F)C